(2R)-2-amino-3-(7-methyl-4-{[(thiophen-2-yl)methyl]amino}thieno[3,2-c]pyridazin-6-yl)propan-1-ol N[C@@H](CO)CC1=C(C=2N=NC=C(C2S1)NCC=1SC=CC1)C